tert-Butyl N2-(((9H-fluoren-9-yl)methoxy)carbonyl)-N4-trityl-L-asparaginylglycinate C1=CC=CC=2C3=CC=CC=C3C(C12)COC(=O)N[C@@H](CC(NC(C1=CC=CC=C1)(C1=CC=CC=C1)C1=CC=CC=C1)=O)C(=O)NCC(=O)OC(C)(C)C